C(C)(C)(C)OC(N[C@H](C(=O)NCC1=C(C(=CC=C1)Cl)F)CC1CC1)=O (S)-(1-((3-chloro-2-fluorophenylmethyl)amino)-3-cyclopropyl-1-oxoprop-2-yl)carbamic acid tert-butyl ester